[(4-aminophenyl)methyl]carbamate NC1=CC=C(C=C1)CNC([O-])=O